C[Si](C(CI)(I)[Si](C)(C)C)(C)C 1,1-bis(trimethylsilyl)-1,2-diiodoethane